(S)-8-(1-acetyl-4-hydroxypiperidin-4-yl)-6-(((R)-1-(3-(difluoromethyl)-2-fluorophenyl)Ethyl)amino)-2-((dimethylamino)methyl)-10-methyl-3,4-dihydro-2H-pyrano[3,2-h][1,6]naphthyridine C(C)(=O)N1CCC(CC1)(O)C=1CN(C=2C3=C(N=C(C2C1)N[C@H](C)C1=C(C(=CC=C1)C(F)F)F)CC[C@H](O3)CN(C)C)C